ClC=1C=C(C=CC1)CN1C(CCC1=O)CC(=O)NS(N(C)C)(=O)=O 2-[1-[(3-chlorophenyl)methyl]-5-oxopyrrolidin-2-yl]-N-(dimethylsulfamoyl)acetamid